C(C=C)(=O)OC1=CC(=C(C=C1)S(=O)(=O)OCC(C)(C)C)C(F)(F)F neopentyl 4-acryloyloxy-2-trifluoromethylbenzenesulfonate